2-{[4-Chloro-3-(4,4,5,5-tetramethyl-[1,3,2]dioxaborolan-2-yl)-benzoyl-methyl-amino]-phenoxy}-butyric acid tert-butyl ester C(C)(C)(C)OC(C(CC)OC1=C(C=CC=C1)N(C)C(C1=CC(=C(C=C1)Cl)B1OC(C(O1)(C)C)(C)C)=O)=O